perfluoro-methyl vinyl ether C(=C)OC(F)(F)F